4,9-dimethoxy-1,2,3,4,5a,6,7,8,9,10a-decahydrophenazine COC1CCCC2N=C3C(CCCC3N=C12)OC